ethyl 8-((4-(4-chlorophenoxy)-3,5-difluorophenyl)sulfonyl)-3-(2-morpholino-acetyl)-3,8-diazabicyclo[3.2.1]octane-1-carboxylate ClC1=CC=C(OC2=C(C=C(C=C2F)S(=O)(=O)N2C3(CN(CC2CC3)C(CN3CCOCC3)=O)C(=O)OCC)F)C=C1